[Pt].[V].[Co] cobalt vanadium platinum